C(C1=CC=CC=C1)N1C[C@@H]([C@@H](CC1)C)NC1=C2C(=NC=C1C(=O)OC)NC=C2 methyl 4-(((3R,4R)-1-benzyl-4-methylpiperidin-3-yl) amino)-1H-pyrrolo[2,3-b]pyridine-5-carboxylate